perfluoro(2,4-dimethyl-3-heptene) oxide FC(C(C1(C(C(C(C(F)(F)F)(F)F)(F)F)(C(F)(F)F)O1)F)(C(F)(F)F)F)(F)F